C(#N)CC1=CC=C(C=C1)NC(=O)[C@H]1[C@@H](CC[C@H](C1)C)C(C)C (1R,2S,5R)-N-(4-(cyanomethyl)phenyl)-2-isopropyl-5-methyl-cyclohexaneformamide